CC=1SC=C(C1)C1=CC(=CC=C1)O Methyl-4-(3-hydroxyphenyl)thiophene